tert-butyl (2S)-4-(2-(4-chlorophenyl)-2,3-dihydrobenzo[b][1,4]dioxin-5-yl)-2-methylpiperazine-1-carboxylate ClC1=CC=C(C=C1)C1COC2=C(O1)C=CC=C2N2C[C@@H](N(CC2)C(=O)OC(C)(C)C)C